FC1=C(C=CC=C1OC)C=1C=C(C=CC1)CCC(=O)O 3-[3-(2-fluoro-3-methoxy-phenyl)phenyl]propanoic acid